ClCC1=CC=C(C=C1)N1C(C=CC(=C1)F)=O (4-(chloromethyl)phenyl)-5-fluoropyridin-2(1H)-one